NC=1C(C=CC(C1N)=O)=O 2,3-diamino-1,4-benzoquinone